C(C)OC(=C)C1=C(C(=CN=N1)C1=CC(=NN1)C12CCC(CC1)(CC2)C(=O)OC)C(CO)C methyl 4-{5-[6-(1-ethoxyvinyl)-5-(1-hydroxypropan-2-yl)pyridazin-4-yl]-1H-pyrazol-3-yl}bicyclo[2.2.2]octane-1-carboxylate